C(COCCOCCOCCOCCCS(=O)(=O)[O-])CS(=O)(=O)[O-] 3,6,9,12-tetraoxatetradecane-1,14-diyldimethanesulfonate